(R)-2-amino-3-(3-(4-chloro-1-propyl-1H-pyrazol-5-yl)-5-fluorobenzamido)propanoic acid N[C@@H](C(=O)O)CNC(C1=CC(=CC(=C1)F)C1=C(C=NN1CCC)Cl)=O